BrCCCCCCO C6-bromo-1-hexanol